benzyl 1-(6-(6-(2-(methylsulfonyl)phenylamino)pyrimidin-4-ylamino) pyridin-3-yl)cyclopropylcarbamate CS(=O)(=O)C1=C(C=CC=C1)NC1=CC(=NC=N1)NC1=CC=C(C=N1)C1(CC1)NC(OCC1=CC=CC=C1)=O